OCC=1C=CC(=C(C1)NC(=O)CNC(=O)C1CCCCC1)OCC=1N(C(=NC1)[N+](=O)[O-])C cyclohexanecarboxylic acid {[5-hydroxymethyl-2-(3-methyl-2-nitro-3H-imidazol-4-yl-methoxy)-phenylcarbamoyl]-methyl}amide